C(C)(C)(C)OC(=O)N1[C@H](CC[C@H](C1)O)CO (2R,5R)-5-hydroxy-2-(hydroxymethyl)piperidine-1-carboxylic acid tert-butyl ester